CS(=O)(=O)OCCCC=1C=C(CN2CCN3N=C(C(=C32)C(=O)N[C@@H](C)C3=CC=C(C(=O)OC)C=C3)C(F)(F)F)C=C(C1)C(F)(F)F Methyl (S)-4-(1-(1-(3-(3-((methylsulfonyl)oxy)propyl)-5-(trifluoromethyl)benzyl)-6-(trifluoromethyl)-2,3-dihydro-1H-imidazo[1,2-b]pyrazole-7-carboxamido)ethyl)benzoate